Trimethylsilylacetylglycine C[Si](C)(C)CC(=O)NCC(=O)O